Glycolic acid C(CO)(=O)O